BrC1=C(C=CC=C1)CC(=O)O.BrC1=C(C=CC=C1)CC(=O)O 2-Bromophenylacetate (2-bromophenyl acetate)